tert-butyl 2-[3-[2-(dimethylamino)-2-oxo-ethyl]Benzothiophen-5-Yl]-5-methyl-piperidine-1-carboxylate CN(C(CC1=CSC2=C1C=C(C=C2)C2N(CC(CC2)C)C(=O)OC(C)(C)C)=O)C